ClC1=C(C=CC(=C1)C(F)(F)F)NC(CN1C=2N(C(C3=C1CCC31CCNCC1)=O)N=C(N2)C2=CC=C(C(=O)N(C)C)C=C2)=O 4-(4-(2-((2-chloro-4-(trifluoromethyl)phenyl)amino)-2-oxoethyl)-8-oxo-4,5,6,8-tetrahydrospiro[cyclopenta[d][1,2,4]triazolo[1,5-a]pyrimidine-7,4'-piperidin]-2-yl)-N,N-dimethylbenzamide